tert-butylimino-tris(pyrrolidinyl)phosphorane C(C)(C)(C)N=P(N1CCCC1)(N1CCCC1)N1CCCC1